C[C@H]1O[C@H](CN(C1)C1=CC=C(C=2N=CC=NC12)C#N)CN1CCC(CC1)N1CCCC1 8-((2R,6S)-2-methyl-6-((4-(pyrrolidin-1-yl)piperidin-1-yl)methyl)morpholino)quinoxaline-5-carbonitrile